2-Amino-4-(3-(2,2-dimethyl-3-morpholinopropoxy)-5-fluoro-7,9-dihydrofuro[3,4-f]quinazolin-6-yl)-7-fluorothieno[3,2-c]pyridine-3-carbonitrile NC1=C(C=2C(=NC=C(C2S1)F)C=1C2=C(C=3C=NC(=NC3C1F)OCC(CN1CCOCC1)(C)C)COC2)C#N